Aminomethyl-Benzofuran NCC=1OC2=C(C1)C=CC=C2